cobalt isooctanoate salt C(CCCCC(C)C)(=O)[O-].[Co+2].C(CCCCC(C)C)(=O)[O-]